ethyl 3-(1H-pyrazol-1-yl)-2-{[(2,3,6-trifluorophenyl) carbamoyl] oxy}-propionate N1(N=CC=C1)CC(C(=O)OCC)OC(NC1=C(C(=CC=C1F)F)F)=O